C1(=CC=CC=C1)C=1N=NC(=NN1)C(=C)C 3-phenyl-6-(1-propen-2-yl)-1,2,4,5-tetrazine